N-[4-[4-[[2-(4-chlorophenyl)-4,4-dimethylcyclohexen-1-yl]methyl]piperazin-1-yl]-2-(1H-pyrrolo[2,3-b]pyridin-5-yloxy)phenyl]sulfonyl-5-chloro-6-methylpyridine-2-carboxamide ClC1=CC=C(C=C1)C1=C(CCC(C1)(C)C)CN1CCN(CC1)C1=CC(=C(C=C1)S(=O)(=O)NC(=O)C1=NC(=C(C=C1)Cl)C)OC=1C=C2C(=NC1)NC=C2